C(=O)(O)CCC(C)NC=1C=C(C=C2C=CC=NC12)OC 8-(3-carboxyl-1-methylpropylamino)-6-methoxyquinoline